C1(CC1)NC1=NC(=NC2=CC(=C(C=C12)OC)C#CCN1CCCC1)N1CCCC1 N-cyclopropyl-6-methoxy-2-(pyrrolidin-1-yl)-7-(3-(pyrrolidin-1-yl)prop-1-yn-1-yl)quinazolin-4-amine